ClC=1C(=NC(=NC1)N[C@H]1[C@@H](COCC1)O)C=1C=C2C3(C(=NC2=C(C1)F)C)CCCC3 (3S,4R)-4-((5-chloro-4-(7'-fluoro-2'-methyl-spiro[cyclopentane-1,3'-indol]-5'-yl)pyrimidin-2-yl)amino)tetrahydro-2H-pyran-3-ol